8-(2,6-dioxopiperidin-3-yl)-2,2-dimethyl-7-oxo-2,7,8,9-tetrahydropyrano[2,3-e]isoindole-4-carbonitrile O=C1NC(CCC1N1C(C2=CC=C3C(=C2C1)OC(C=C3C#N)(C)C)=O)=O